NC(C(=O)C1=C(C=C(C=C1)OC(C)C)C)(C)C 2-amino-1-(4-isopropoxy-2-methylphenyl)-2-methylpropan-1-one